3-cyclopropyl-N-[(2Z)-imidazolidin-2-ylidene]-4-({3-[(2-methylpropionylamino)methyl]phenyl}amino)benzamide C1(CC1)C=1C=C(C(=O)N=C2NCCN2)C=CC1NC1=CC(=CC=C1)CNC(C(C)C)=O